N-[2-(4-formylcyclohexyl)-6-methylsulfonyl-indazol-5-yl]-6-(trifluoromethyl)pyridine-2-carboxamide C(=O)C1CCC(CC1)N1N=C2C=C(C(=CC2=C1)NC(=O)C1=NC(=CC=C1)C(F)(F)F)S(=O)(=O)C